(3S,4R)-4-fluoro-1-[4-({8-[(2R,3S)-3-(methanesulfonylmeth-yl)-2-methylazetidin-1-yl]-5-(propan-2-yl)isoquinolin-3-yl}amino)pyrimidin-2-yl]piperidin-3-ol F[C@H]1[C@H](CN(CC1)C1=NC=CC(=N1)NC=1N=CC2=C(C=CC(=C2C1)C(C)C)N1[C@@H]([C@H](C1)CS(=O)(=O)C)C)O